IC1=CC2=C(C(N(CCS2(=O)=O)CCCCNC(OC(C)(C)C)=O)=O)S1 tert-butyl (4-(7-iodo-1,1-dioxido-5-oxo-2,3-dihydrothieno[2,3-f][1,4]thiazepin-4(5H)-yl)butyl)carbamate